CC=1C=C(NN1)N1C2(CCC2)C(N(C1=S)C1=CC(=C(C#N)C=C1)C(F)(F)F)=O 4-[5-(5-methyl-2H-pyrazol-3-yl)-8-oxo-6-thioxo-5,7-diaza-spiro[3.4]oct-7-yl]-2-trifluoromethyl-benzonitrile